C(C(=O)O)(=O)O.S1N=C(C2=C1C=CC=C2)N2CCN(CC2)CCCCN2C(N1C(COCC1)CC2=O)=O 7-[4-(4-Benzo[d]isothiazol-3-yl-piperazin-1-yl)-butyl]-tetrahydro-pyrimido[6,1-c][1,4]oxazine-6,8-dione oxalate